1-[1-(2,6-dioxo-3-piperidyl)-3-methyl-2-oxo-benzimidazol-5-yl]piperidine-4-carboxylic acid O=C1NC(CCC1N1C(N(C2=C1C=CC(=C2)N2CCC(CC2)C(=O)O)C)=O)=O